CCC(CC)C(C(C(C(=O)[O-])(C(CC)CC)C(CC)CC)(O)C(=O)[O-])C(=O)[O-] Tri(3-pentyl)citrat